(E)-3-hydroxy-6-(3-morpholinopropyl)pyridineformaldoxime OC=1C(=NC(=CC1)CCCN1CCOCC1)\C=N\O